C(C)(C)(C)C=1C(=C(C=C(C1)C(C)(C)C)N1N=C2C(=N1)C=CC(=C2C(=O)[O-])Cl)O 2-(3,5-di-tert-butyl-2-hydroxyphenyl)-5-chlorobenzotriazoleAt